NC1=C2C(=NC=N1)N(N=C2C2=NOC(=C2C2=NC=C(C=N2)C2CCN(CC2)C(=O)NCC(=O)OC(C)(C)C)C2CC2)C(C)(C)C tert-butyl (4-(2-(3-(4-amino-1-(tert-butyl)-1H-pyrazolo[3,4-d]pyrimidin-3-yl)-5-cyclopropylisoxazol-4-yl)pyrimidin-5-yl)piperidine-1-carbonyl)glycinate